2,2,2-trichloroacetimidoate ClC(C([O-])=N)(Cl)Cl